FC1=CC=C(C=C1)C=1N=CN(C1C=1C=CC=2N(C1)C(=CN2)C#N)C2COC2 6-(4-(4-fluorophenyl)-1-(oxetan-3-yl)-1H-imidazol-5-yl)imidazo[1,2-a]pyridine-3-carbonitrile